di-n-hexyl-[(trimethylsiloxy)dimethyl-siloxy]silane C(CCCCC)[SiH](O[Si](C)(C)O[Si](C)(C)C)CCCCCC